N=1C=NN2C1C=C(C=C2)OC2=C(C=C(C=C2)NC2=NC=NN1C2=C(C=C1)C1CCN(CC1)C(C=CCBr)=O)C 1-(4-(4-((4-([1,2,4]triazolo[1,5-a]pyridin-7-yloxy)-3-methylphenyl)amino)pyrrolo[2,1-f][1,2,4]triazin-5-yl)piperidin-1-yl)-4-bromobut-2-en-1-one